4-(2-((1-((dimethylamino)methyl)cyclopropyl)methoxy)-4-(4-(2,2,2-trifluoroethyl)-1,4-diazepan-1-yl)-5,8-dihydropyrido[3,4-d]pyrimidin-7(6H)-yl)-5-ethyl-6-fluoronaphthalen-2-ol CN(C)CC1(CC1)COC=1N=C(C2=C(N1)CN(CC2)C2=CC(=CC1=CC=C(C(=C21)CC)F)O)N2CCN(CCC2)CC(F)(F)F